OC12CCC(CC1)(C2)NC(=O)C2=NC=CN=C2 N-(4-hydroxybicyclo[2.2.1]heptan-1-yl)pyrazine-2-carboxamide